(1R,2R,5S)-N-(benzofuran-6-ylmethyl)-N-(4,4-dimethylcyclohexyl)-3-tosyl-3-azabicyclo[3.1.0]hexane-2-carboxamide O1C=CC2=C1C=C(C=C2)CN(C(=O)[C@H]2[C@@H]1C[C@@H]1CN2S(=O)(=O)C2=CC=C(C)C=C2)C2CCC(CC2)(C)C